ethyl[3-(trimethoxysilyl)propyl]carbamate C(C)OC(NCCC[Si](OC)(OC)OC)=O